(S or R)-3-((R)-(((S)-2-(1-methyl-1H-pyrazol-4-yl)propyl)amino)(phenyl)methyl)-2-oxo-1,2,3,4-tetrahydroquinoxaline-5-carbonitrile CN1N=CC(=C1)[C@@H](CN[C@@H]([C@H]1C(NC=2C=CC=C(C2N1)C#N)=O)C1=CC=CC=C1)C |o1:10|